5-(2,4-Dimethoxyphenyl)-3-(4-(4-methylpiperazin-1-yl)phenyl)-1H-pyrazolo[4,3-c]pyridazin-6(5H)-one COC1=C(C=CC(=C1)OC)N1N=C2C(=CC1=O)NN=C2C2=CC=C(C=C2)N2CCN(CC2)C